CN1CCN(CC1)C(=O)C=1C=C2C(=NC1)NC=C2C2=CC=C1C(CC3(CCNCC3)C1=C2)=O 6-(5-(4-methylpiperazine-1-carbonyl)-1H-pyrrolo[2,3-b]pyridin-3-yl)spiro[indene-1,4'-piperidin]-3(2H)-one